((3-cyano-6-cyclopropylpyridin-2-yl)thio)-N-(2-methoxyphenyl)propanamide C(#N)C=1C(=NC(=CC1)C1CC1)SC(C(=O)NC1=C(C=CC=C1)OC)C